ClC1=CC(=C(N=N1)C(=O)OC)NCC1CN(CCO1)C(=O)OC(C)(C)C tert-butyl 2-((6-chloro-3-(methoxycarbonyl)pyridazin-4-ylamino)methyl)morpholine-4-carboxylate